2-isopropylidenebenzenesulfonic acid C(C)(C)=C1C(C=CC=C1)S(=O)(=O)O